COC1=NC=CC2=C(C=CC=C12)N1N=CC(=C1C(F)(F)F)C(C(=O)NC1=CC(=NC=C1)C(F)(F)F)=C=O 2-(1-(1-methoxyisoquinolin-5-yl)-5-(trifluoromethyl)-1H-pyrazol-4-yl)-2-carbonyl-N-(2-(trifluoromethyl)pyridin-4-yl)acetamide